FC1=C(C=CC(=C1)F)CN(CC1=CC=C(C=C1)CNCC1=NC=CC=C1)C1CCCC=2C=CC=NC12 N-[(2,4-difluorophenyl)methyl]-N'-(2-pyridylmethyl)-N-(5,6,7,8-tetrahydro-8-quinolinyl)-1,4-xylylenediamine